1-((2-(2,6-dioxo-piperidin-3-yl)-1,3-dioxoisoindolin-4-yl)amino)-N-((8-hydroxy-5-methyl-quinolin-7-yl)(pyridin-3-yl)methyl)-3,6,9,12-tetra-oxa-pentadecan-15-amide O=C1NC(CCC1N1C(C2=CC=CC(=C2C1=O)NCCOCCOCCOCCOCCC(=O)NC(C=1C=NC=CC1)C1=CC(=C2C=CC=NC2=C1O)C)=O)=O